ethyl 5-(difluoromethoxy)-2-[(1Z)-3-ethoxy-1-[(6-fluoro-1H-indol-4-yl)amino]-3-oxoprop-1-en-2-yl]-4-methoxybenzoate FC(OC=1C(=CC(=C(C(=O)OCC)C1)/C(=C/NC1=C2C=CNC2=CC(=C1)F)/C(=O)OCC)OC)F